Methyl 2-chloro-6-((1-(thiazol-2-yl)piperidin-4-yl)amino)pyrimidine-4-carboxylate ClC1=NC(=CC(=N1)C(=O)OC)NC1CCN(CC1)C=1SC=CN1